5'-chloro-2'-{(2R)-3-[(4-methoxyphenyl)methoxy]-2-methylpropyl}-4-[(triethylsilyl)oxy]-2',3'-dihydrospiro[cyclohex-3-ene-1,1'-isoindole] ClC=1C=C2CN(C3(C2=CC1)CC=C(CC3)O[Si](CC)(CC)CC)C[C@H](COCC3=CC=C(C=C3)OC)C